(2R)-propane-1,2-diamine dihydrochloride salt Cl.Cl.C([C@@H](C)N)N